3-(3,5-bis(trifluoromethyl)phenyl)-1-(1-isobutyl-4-nitro-1H-imidazol-5-yl)-1H-1,2,4-triazole FC(C=1C=C(C=C(C1)C(F)(F)F)C1=NN(C=N1)C1=C(N=CN1CC(C)C)[N+](=O)[O-])(F)F